2-bromovaleraldehyde BrC(C=O)CCC